2-(2-oxo-2-((1-(4-(trifluoromethyl)phenyl)ethyl)amino)ethyl)but-2-enoic acid O=C(CC(C(=O)O)=CC)NC(C)C1=CC=C(C=C1)C(F)(F)F